1-(cyclopentane-carbonyl)-N-((S)-3-oxo-1-((S)-2-oxopyrrolidin-3-yl)-4-(2,3,5,6-tetrafluorophenoxy)butan-2-yl)piperidine-4-carboxamide C1(CCCC1)C(=O)N1CCC(CC1)C(=O)N[C@@H](C[C@H]1C(NCC1)=O)C(COC1=C(C(=CC(=C1F)F)F)F)=O